2-(1-(2-methoxyethyl)-1H-pyrazol-4-yl)-N-(6-methyl-5-(2-(piperidin-1-yl)acetamido)pyridin-3-yl)-1H-pyrrolo[2,3-b]pyridine-5-carboxamide COCCN1N=CC(=C1)C1=CC=2C(=NC=C(C2)C(=O)NC=2C=NC(=C(C2)NC(CN2CCCCC2)=O)C)N1